C[C@@H]1CN(C[C@@H](O1)C=1C=NN(C1)C([2H])([2H])[2H])S(=O)(=O)C1=CC=C(C=C1)C (2R,6S)-2-methyl-4-(p-tolylsulfonyl)-6-[1-(trideuteriomethyl)pyrazol-4-yl]morpholine